COC1=C(C=CC(=C1)C(F)(F)F)C(=O)C=1N(C=CN1)C(C1=CC=CC=C1)(C1=CC=CC=C1)C1=CC=CC=C1 (2-methoxy-4-(trifluoromethyl)phenyl)(1-trityl-1H-imidazol-2-yl)methanone